C(C)(C)(C)N1C[C@H](N(S(C2=C1C=C(C(=C2)O\C=C(\C(=O)OCC)/F)F)(=O)=O)C)C(C)C ethyl (R,Z)-3-((5-(tert-butyl)-7-fluoro-3-isopropyl-2-methyl-1,1-dioxido-2,3,4,5-tetrahydrobenzo[f][1,2,5]thiadiazepin-8-yl)oxy)-2-fluoroacrylate